ClC=1C(=C(C=CC1)NN1C(=CC=2C(NCCC21)=O)C2=C(C=NC=C2)C#CC2(CC2)CF)OC [(3-chloro-2-methoxyphenyl)amino]-2-(3-{2-[1-(fluoromethyl)cyclopropyl]ethynyl}pyridin-4-yl)-1H,5H,6H,7H-pyrrolo[3,2-c]pyridin-4-one